C1(=CC=C(C=C1)C=1C=CC2=C(C1)C=1N=CN=C(C1O2)C2=CC(=CC=C2)C2=CC=CC1=C2SC2=C1C=CC=C2)C2=CC=CC=C2 8-(biphenyl-4-yl)-4-[3-(dibenzothiophen-4-yl)phenyl]-[1]benzofurano[3,2-d]pyrimidine